3,3-difluoro-4-methyl-1-pyrimidin-2-yl-piperidine-4-carboxylic acid FC1(CN(CCC1(C(=O)O)C)C1=NC=CC=N1)F